neopentylene glycol diacrylate C(C=C)(=O)OCC(COC(C=C)=O)(C)C